(3R,4S,5R,6R)-2-hydroxy-6-((pentanoyloxy)methyl)tetrahydro-2H-pyran-3,4,5-triyl tripentanoate C(CCCC)(=O)O[C@H]1C(O[C@@H]([C@H]([C@@H]1OC(CCCC)=O)OC(CCCC)=O)COC(CCCC)=O)O